CN1N=CC(=C1)C1=NC=C(C(=N1)N1[C@@H]2CN([C@@H](C1)C2)C(CC2COC2)=O)C#N 2-(1-methyl-1H-pyrazol-4-yl)-4-[(1S,4R)-5-(oxetan-3-ylacetyl)-2,5-diazabicyclo[2.2.1]hept-2-yl]pyrimidine-5-carbonitrile